FC(COC(=O)C1C2C3C4C=CC(C3C(C1)C2)C4)(F)F 4-(2,2,2-trifluoroethoxycarbonyl)tetracyclo[6.2.1.13,6.02,7]Dodec-9-ene